FC1=CC=C(C=C1)C=1N=C(N2C1C1=CC(=C(C=C1CC2)OC)C=2N=NN(N2)C)C(=O)N2[C@](C[C@@H](C2)O)(C#N)C (2R,4S)-1-(1-(4-fluorophenyl)-8-methoxy-9-(2-methyl-2H-tetrazol-5-yl)-5,6-dihydroimidazo[5,1-a]isoquinoline-3-carbonyl)-4-hydroxy-2-methylpyrrolidine-2-carbonitrile